Acetamidine C(C)(=N)N